(S)-1-(4-(7H-pyrrolo[2,3-d]pyrimidin-4-yl)piperazin-1-yl)-2-(4-chlorophenyl)-2-((R)-2-azaspiro[4.5]dec-1-yl)ethan-1-one N1=CN=C(C2=C1NC=C2)N2CCN(CC2)C([C@H]([C@H]2NCCC21CCCCC1)C1=CC=C(C=C1)Cl)=O